CC(C[Si](Cl)(Cl)C)C1=CC=CC=C1 (2-methyl-2-phenylethyl)methyl-dichlorosilane